N1CCC2(CC1)C1=C(NC(O2)=O)C=CC=C1 spiro[benzo[d][1,3]oxazine-4,4'-piperidine]-2(1H)-one